O=C1NC2C(N1)CSC2CCCCC(=O)O hexahydro-2-oxo-1H-thieno(3,4-d)imidazole-4-pentanoic acid